5-Ethoxy-4,4-difluoro-5-oxopentanoic acid C(C)OC(C(CCC(=O)O)(F)F)=O